methyl 2-((tert-butoxycarbonyl)amino)-2-(4-fluorocyclohexyl)-acetate C(C)(C)(C)OC(=O)NC(C(=O)OC)C1CCC(CC1)F